Tert-butyl N-[1-[1-[4-amino-3-(methylamino)phenyl]-4-piperidyl]-4-piperidyl]carbamate NC1=C(C=C(C=C1)N1CCC(CC1)N1CCC(CC1)NC(OC(C)(C)C)=O)NC